Methyl 4-(4-{[(p-chlorophenyl)methyl]amino}-3-ethyl-1-methyl-1H-1,2,5,7-tetraazainden-6-yl)-2-fluorobenzoate ClC1=CC=C(C=C1)CNC1=C2C(=NN(C2=NC(=N1)C1=CC(=C(C(=O)OC)C=C1)F)C)CC